C(C=C)(=O)N1CC2(C1)CN(CC2)C2=NC(=NC(=C2C#N)C2=C1C=NNC1=CC=C2C)OCC2=CC(=CC=C2)C(F)(F)F 4-(2-acryloyl-2,6-diazaspiro[3.4]octan-6-yl)-6-(5-methyl-1H-indazol-4-yl)-2-((3-(trifluoromethyl)benzyl)oxy)pyrimidine-5-carbonitrile